FC1(C(C=2N(NC1)C=CC(C2O)=O)=O)F 3,3-difluoro-5-hydroxy-2,3-dihydro-1H-pyrido[1,2-b]pyridazine-4,6-dione